CC(C(=O)O\N=C(\C=1C(=CC2=C(N(C([C@H](CS2)NC(=O)OC(C)(C)C)=O)CC2=CC=C(C=C2)OC2=CC=CC=C2)C1)F)/N)(C)S(=O)(=O)C [(Z)-[amino-[(3R)-3-(tert-butoxycarbonylamino)-8-fluoro-4-oxo-5-[(4-phenoxyphenyl)methyl]-2,3-dihydro-1,5-benzothiazepin-7-yl] methylene] amino] 2-methyl-2-methylsulfonyl-propanoate